[Ca].NC1=NN=NN1 5-aminotetrazole calcium salt